C(C)(C)(C)OC(=O)N1[C@@H](CN([C@H](C1)C)C=1C2=C(N=CN1)N(C=C2N2CCC2)C2=CC(=CC=C2)Cl)C (2r,5s)-4-(5-(azetidin-1-yl)-7-(3-chlorophenyl)-7H-pyrrolo[2,3-d]pyrimidin-4-yl)-2,5-dimethylpiperazine-1-carboxylic acid tert-butyl ester